(S or R)-N-(4-chlorophenyl)-2-(2-(5-fluoro-2-(trifluoromethyl)benzoyl)-2-azaspiro[3.3]heptan-6-yl)propanamide ClC1=CC=C(C=C1)NC([C@@H](C)C1CC2(CN(C2)C(C2=C(C=CC(=C2)F)C(F)(F)F)=O)C1)=O |o1:9|